methyl (R)-1-(3-cyano-4-hydroxy-5-nitrobenzyl)pyrrolidine-3-carboxylate C(#N)C=1C=C(CN2C[C@@H](CC2)C(=O)OC)C=C(C1O)[N+](=O)[O-]